CN1N=C(C=C1C(F)(F)F)CC1CC2(CNC2)C1 6-[[1-methyl-5-(trifluoromethyl)pyrazol-3-yl]methyl]-2-azaspiro[3.3]heptane